N12CCCN=C2NCCC1 1,5,7-triazabicyclo[4.4.0]DEC-5-ene